(3R)-4-(7-((2,7-diazaspiro[4.4]non-2-yl)methyl)-2-(1H-pyrrolo[2,3-c]pyridin-4-yl)thieno[3,2-d]pyrimidin-4-yl)-3-methylmorpholine C1N(CCC12CNCC2)CC2=CSC1=C2N=C(N=C1N1[C@@H](COCC1)C)C1=C2C(=CN=C1)NC=C2